2-(3-(4-(2-fluoro-6-(methylcarbamoyl)pyridin-3-yl)piperazin-1-yl)cyclopentane-1-carboxamido)cyclohex-1-ene-1-carboxylic acid FC1=NC(=CC=C1N1CCN(CC1)C1CC(CC1)C(=O)NC1=C(CCCC1)C(=O)O)C(NC)=O